tert-butyl 3-((4-(2-(2,6-dioxopiperidin-3-yl)-1-oxoisoindolin-5-yl)piperazin-1-yl)methyl)azetidine-1-carboxylate O=C1NC(CCC1N1C(C2=CC=C(C=C2C1)N1CCN(CC1)CC1CN(C1)C(=O)OC(C)(C)C)=O)=O